2-chloro-N-(5-chloro-2-(2-(trifluoromethyl)morpholino)pyridin-4-yl)acetamide ClCC(=O)NC1=CC(=NC=C1Cl)N1CC(OCC1)C(F)(F)F